5-chlorothiazolo[4',5':5,6]benzo[1,2-d]oxazol-2-amine ClC1=CC2=C(C=3N=COC31)SC(=N2)N